COC(=O)C1=CSC(=C1)C(C)C 5-isopropylthiophene-3-carboxylic acid methyl ester